C(N)(=N)C1=CC=C(S1)CNC(=O)[C@H]1N([C@H]2C[C@]2(C1)C)C(CNC(=O)C1=CC=C(C=C1)OC1=CC=CC=C1)=O (1S,3S,5S)-N-[(5-carbamimidoylthiophen-2-yl)methyl]-5-methyl-2-{2-[(4-phenoxyphenyl)formamido]acetyl}-2-azabicyclo[3.1.0]hexane-3-carboxamide